ClC1=NC=2N(C3(C(NC2C(=N1)C)=O)COC3)C chloro-4',8'-dimethyl-5',8'-dihydro-6'H-spiro[oxetan-3,7'-pteridine]-6'-one